2-undecyltetrahydro-4H-furo[3,2-d][1,3]dioxin C(CCCCCCCCCC)C1OCC2C(O1)CCO2